4,6-bis(2-methylphenyl)-1,3,5-triazine CC1=C(C=CC=C1)C1=NC=NC(=N1)C1=C(C=CC=C1)C